ClC1=C(C=CC(=C1)F)CC(=O)N1[C@H](CCC1)C(=O)NO (R)-1-(2-(2-chloro-4-fluorophenyl)acetyl)-N-hydroxypyrrolidine-2-carboxamide